CS(=O)(=N)C1=CC=C(C=C1)NC=1N=CC=2C=C3NNC(C4(N3C2N1)CCCCC4)=O 7'-((4-(S-methylsulfonimidoyl)phenyl)amino)-1',2'-dihydro-3'H-spiro[cyclohexane-1,4'-pyrimido[5',4':4,5]pyrrolo[2,1-c][1,2,4]triazin]-3'-one